The molecule is an organophosphate oxoanion that results from the removal of two protons from the phosphate group of 4-nitrophenyl phosphate. It is a conjugate base of a 4-nitrophenyl phosphate. C1=CC(=CC=C1[N+](=O)[O-])OP(=O)([O-])[O-]